ClC1=CC(=C(COC2=CC=CC(=N2)C2CCN(CC2)CC2=C(C(=O)O)C=C(C=N2)C)C=C1)F ((4-(6-((4-chloro-2-fluorobenzyl)oxy)pyridin-2-yl)piperidin-1-yl)methyl)-5-methylNicotinic acid